FC1(CNC(N(C1)[C@H](COC)C1=CC=2N(N=C1)C=C(N2)[C@H](CC(C(C)(F)F)(C)C)NS(=O)C2=C(C=C(C=C2C)C)C)=O)F |o1:20| N-((S*)-1-(7-((S)-1-(5,5-difluoro-2-oxotetrahydropyrimidin-1(2H)-yl)-2-methoxyethyl)imidazo[1,2-b]pyridazin-2-yl)-4,4-difluoro-3,3-dimethylpentyl)-2,4,6-trimethylbenzenesulfinamide